Cl.O1CCC2=C1C=CC=C2[C@H](C)N (S)-1-(2,3-Dihydrobenzofuran-4-yl)ethylamine hydrochloride